N-{4-[4-(2-methoxyphenyl)piperazinyl]-trans-2-buten-1-yl}phthalimide COC1=C(C=CC=C1)N1CCN(CC1)C/C=C/CN1C(C=2C(C1=O)=CC=CC2)=O